4-methyl-5-(trifluoromethyl)pyridin-2-amin CC1=CC(=NC=C1C(F)(F)F)N